1-((3R,5R)-4-(2-fluoro-4-methoxybenzoyl)-3,5-dimethylpiperazin-1-yl)-2-(1H-pyrrolo[3,2-b]pyridin-3-yl)ethanone FC1=C(C(=O)N2[C@@H](CN(C[C@H]2C)C(CC2=CNC=3C2=NC=CC3)=O)C)C=CC(=C1)OC